C=12C=3CCC(CNCCCCCCNCC(CC1)=N2)N3 7,14,19,20-tetraazatricyclo[14.2.1.12,5]eicosan-1(18),2(20),16(19)-triene